S(=O)(=O)(OCCOCCOCCOCCOCCOCCOCCOCCOC(CN1C(=NC=2C(=NC=3C=CC=CC3C21)NC(C2=CC=CC=C2)(C2=CC=CC=C2)C2=CC=CC=C2)COCC)(C)C)[O-].[Na+] sodium 26-(2-(ethoxymethyl)-4-(tritylamino)-1H-imidazo[4,5-c]quinolin-1-yl)25,25-dimethyl-3,6,9,12,15,18,21,24-octaoxahexacosyl sulfate